C(C)C1=CC=C(C(=C1)OCOCC[Si](C)(C)C)F 2-ethyl-5-fluoro-4-((2-(trimethylsilyl)ethoxy)methoxy)benzene